3-(2-chlorophenyl)-1-(4-fluorophenyl)-N-((S)-3-methyl-1,1-dioxidotetrahydrothiophen-3-yl)-4,5,6,7-tetrahydro-1H-indazole-6-carboxamide ClC1=C(C=CC=C1)C1=NN(C=2CC(CCC12)C(=O)N[C@@]1(CS(CC1)(=O)=O)C)C1=CC=C(C=C1)F